N-((1r,4r)-4-((3-(6-bromo-4-methylpyridin-3-yl)-2-oxo-2,3-dihydro-1H-benzo[d]imidazol-1-yl)methyl)cyclohexyl)-5-chloro-2-(difluoromethyl)nicotinamide BrC1=CC(=C(C=N1)N1C(N(C2=C1C=CC=C2)CC2CCC(CC2)NC(C2=C(N=CC(=C2)Cl)C(F)F)=O)=O)C